8-(1-ethyl-3-methyl-4,5,6,7-tetrahydro-2H-isoindol-2-yl)naphthalen-2-ol C(C)C=1N(C(=C2CCCCC12)C)C=1C=CC=C2C=CC(=CC12)O